ethyl-3-methyl-1H-pyrrole-2-carboxylic acid ethyl ester C(C)OC(=O)C=1N(C=CC1C)CC